CC(C)(C)OC(=O)N1C=CC2=CC=C(C=C12)N1C[C@H](CC1)N[C@H](C)C1=CC=CC2=CC=CC=C12 6-[(3S)-3-{[(1R)-1-(naphthalen-1-yl)ethyl]amino}tetrahydro-1H-pyrrol-1-yl]indole-1-carboxylic acid 2-methylpropan-2-yl ester